(2-amino-3-(3-(4-(2-((2-(formyloxy)ethyl)thio)ethyl)benzyl) isoxazol-5-yl)pyridin-1-ium-1-yl)methyl hydrogen phosphate P(=O)(OC[N+]1=C(C(=CC=C1)C1=CC(=NO1)CC1=CC=C(C=C1)CCSCCOC=O)N)(O)[O-]